((4-(5,5-dimethyl-1,3,2-dioxaborolan-2-yl)-2-hydroxypyridin-3-yl)methyl)carbamic acid tert-butyl ester C(C)(C)(C)OC(NCC=1C(=NC=CC1B1OC(CO1)(C)C)O)=O